C(C1CO1)OC(C=CC)=O butenoyl glycidyl ether